ClC1=CC=C(C(=N1)N1CCCC1)CN1CCN(CC1)C(=O)N1N=C(C=C1)NS(=O)(=O)C N-(1-(4-((6-Chloro-2-(pyrrolidin-1-yl)pyridin-3-yl)methyl)piperazine-1-carbonyl)-1H-pyrazol-3-yl)methanesulfonamide